ClC=1C=C(C=NC1)S(=O)(=O)NC1=C(C(=C(C=C1)F)C=1C=C2C=NC(=NC2=CC1)NC1CCC(CC1)N(C)C)F 5-chloro-N-(3-(2-((4-(dimethylamino)cyclohexyl)amino)quinazolin-6-yl)-2,4-difluorophenyl)pyridine-3-sulfonamide